Cl.Cl.NCC(=O)N(CCSSCCN)C(CN)=O bis(glycyl)-cystamine dihydrochloride